C(C)(=O)NC1=NN(C=C1)CC1=CC(C(=C(N1CC)C1=CC(=C(C=C1)Cl)Cl)C(=O)O)=O 6-[(3-acetamidopyrazol-1-yl)methyl]-2-(3,4-dichlorophenyl)-1-ethyl-4-oxo-pyridine-3-carboxylic acid